4(s)-ethyl-2-(2-hydroxy-4-methylphenyl)imidazole C(C)C=1N=C(NC1)C1=C(C=C(C=C1)C)O